4-(4-chlorophenyl)-N-(1-cyclobutylpiperidin-3-yl)phthalazin-1-amine ClC1=CC=C(C=C1)C1=NN=C(C2=CC=CC=C12)NC1CN(CCC1)C1CCC1